FC=1C=C2C(N(CN(C2=CC1F)C1=C(C=C(C=C1)F)OC)C=1C(=NC(=CC1)OC)C)=O 6,7-difluoro-1-(4-fluoro-2-methoxyphenyl)-3-(6-methoxy-2-methylpyridin-3-yl)-2,3-dihydroquinazolin-4(1H)-one